N1C[C@H](CC1)OC=1C(=NC=CC1)\C(=C/C=C/C(=O)O)\C(=O)O (S)-3-(pyrrolidin-3-yloxy)pyridinemuconic acid